Cl.FC=1C=C2C3=C(N(C2=CC1OC)CCN1CC(N(CC1)C)=O)C(=NC=C3)C(F)(F)F 4-(2-(6-Fluoro-7-methoxy-1-(trifluoromethyl)-9H-pyrido[3,4-b]indol-9-yl)ethyl)-1-methylpiperazin-2-one Hydrochloride Salt